CC1=CCC(CC1)C(C)(C)OC(\C=C\C1=CC=C(C=C1)OC)=O 2-(4-Methylcyclohex-3-en-1-yl)propan-2-yl-(E)-3-(4-methoxyphenyl)acrylat